C(C1CC(C(CC1)N)CC)C1CC(C(CC1)N)CC 4,4'-methylenebis(2-ethylcyclohexylamine)